FC1=CN=CC2=C3C=4N(CC(OC4N=C12)[C@H]1N(CCC1)C)C(C1CN(C(CN13)C)C(=O)[O-])=C=O 10-Fluoro-2-methyl-7-((S)-1-methylpyrrolidin-2-yl)-5-carbonyl-1,2,4a,5,6,7-hexahydro-8-oxa-3,5a,9,12,13c-pentazanaphtho[3,2,1-de]anthracene-3(4H)-carboxylate